2-(2-methyl-2H-indazol-5-yl)-7-(1-methylpiperidin-4-yl)-4H-pyrimido[1,2-b]pyridazin-4-one CN1N=C2C=CC(=CC2=C1)C=1N=C2N(N=C(C=C2)C2CCN(CC2)C)C(C1)=O